N-(4-methyl-3-(2-((5-methyl-1,3,4-thiadiazol-2-yl)amino)-8,9-dihydroimidazo[1',2':1,6]pyrido[2,3-d]pyrimidin-6-yl)phenyl)-4-(trifluoromethyl)pyridineamide CC1=C(C=C(C=C1)NC(=O)C1=NC=CC(=C1)C(F)(F)F)C1=CC2=C(N=C(N=C2)NC=2SC(=NN2)C)N2C1=NCC2